ClC=1C=CC=2N(CN(C(C2N1)=O)C1=C(NC(C=C1)=O)C)C1=C(C=C(C=C1)F)C(C)C 6-chloro-1-(4-fluoro-2-isopropylphenyl)-3-(2-methyl-6-oxo-1,6-dihydropyridin-3-yl)-2,3-dihydropyrido[3,2-d]pyrimidin-4(1H)-one